C(CCCCCCCCCCCCCCC)N1C(=NC=C1)I N'-hexadecylimidazolyl iodide